Methyl [1-({6-[(2R)-butan-2-ylamino]-2-(pyrazolo[5,1-b][1,3]thiazol-7-yl)pyrimidin-4-yl}carbonyl)piperidin-4-yl]carbamate tosylate monohydrate O.S(=O)(=O)(O)C1=CC=C(C)C=C1.C[C@H](CC)NC1=CC(=NC(=N1)C=1C=NN2C1SC=C2)C(=O)N2CCC(CC2)NC(OC)=O